2-(dodeca-3-en-6-yloxy)-1-ethoxy-4-methylbenzene CCC=CCC(CCCCCC)OC1=C(C=CC(=C1)C)OCC